1-chloro-2-(2,2-difluorocyclobutyl)benzene ClC1=C(C=CC=C1)C1C(CC1)(F)F